n-octyl-triphenylphosphine chloride [Cl-].C(CCCCCCC)C1=C(C=CC=C1)P(C1=CC=CC=C1)C1=CC=CC=C1